BrC=1C=C(ON2N=NC(=C2)C(=O)O)C=CC1 (3-bromophenoxy)-1H-1,2,3-triazole-4-carboxylic acid